NC[C@@H](C(=O)O)CC1=CC2=C(C=CC=C2C=C1OC)OC (S)-3-amino-2-((3,8-dimethoxynaphthalen-2-yl)methyl)propanoic acid